1-(3-(2-(4-(4-(4-((1R,2S)-6-(Benzyloxy)-2-phenyl-1,2,3,4-tetrahydronaphthalen-1-yl)phenoxy)butyl)piperazin-1-yl)-2-oxoethoxy)phenyl)dihydropyrimidine-2,4(1H,3H)-dione C(C1=CC=CC=C1)OC=1C=C2CC[C@@H]([C@@H](C2=CC1)C1=CC=C(OCCCCN2CCN(CC2)C(COC=2C=C(C=CC2)N2C(NC(CC2)=O)=O)=O)C=C1)C1=CC=CC=C1